C(#N)C1=C(OC2=CC=C3N=CC(=NC3=C2)OC2CC3(CN(C3)C(=O)OC(C)(C)C)C2)C(=CC=C1NS(N(C)CC)(=O)=O)F tert-butyl 6-[7-[2-cyano-3-[[ethyl(methyl)sulfamoyl]amino]-6-fluoro-phenoxy]quinoxalin-2-yl]oxy-2-azaspiro[3.3]heptane-2-carboxylate